N-(3-(5-methoxy-1-(2-oxaspiro[3.3]heptan-6-yl)-1H-pyrazol-4-yl)-1-methyl-1H-pyrazolo[3,4-c]pyridin-5-yl)cyclopropanecarboxamide COC1=C(C=NN1C1CC2(COC2)C1)C1=NN(C2=CN=C(C=C21)NC(=O)C2CC2)C